(2R,3R,11bR)-3-(2,2-Dimethylpropyl)-9-[(2S)-2-hydroxypropoxy]-10-methoxy-1H,2H,3H,4H,6H,7H,11bH-pyrido[2,1-a]isochinolin-2-ol CC(C[C@H]1[C@@H](C[C@H]2N(CCC3=CC(=C(C=C23)OC)OC[C@H](C)O)C1)O)(C)C